C(=O)N1C=2C(NC(=NC2NC[C@H]1CNC1=CC=C(C(N[C@@H](CCC(=O)[O-])C(=O)O)=O)C=C1)N)=O |&1:11| [6RS]-5-formyltetrahydrofolate